CC=1C(=NN(C1)CC(C)O)[N+](=O)[O-] 1-(4-Methyl-3-nitro-1H-pyrazol-1-yl)propan-2-ol